4',6-diamidino-2-phenylindole hydrochloride C1=CC(=CC=C1C2=CC3=C(N2)C=C(C=C3)C(=N)N)C(=N)N.Cl